1,2-diamino-9-((2R,3R,5S)-3-hydroxy-5-(hydroxymethyl)tetrahydrofuran-2-yl)-7,9-dihydro-1H-purine-6,8-dione NN1C(=NC=2N(C(NC2C1=O)=O)[C@@H]1O[C@@H](C[C@H]1O)CO)N